C(C)OC(\C(=C/C1CN(CC12CN(C2)C(=O)C2(CC2)C(F)(F)F)C(=O)OCC=C)\CC2=NC(=CC=C2)C2=CC=C(C=C2)C(F)(F)F)=O allyl (Z)-8-(3-ethoxy-3-oxo-2-((6-(4-(trifluoromethyl)phenyl)pyridin-2-yl)methyl)prop-1-en-1-yl)-2-(1-(trifluoromethyl)cyclopropane-1-carbonyl)-2,6-diazaspiro[3.4]octane-6-carboxylate